tert-butyl (tert-butyldimethylsilyl)glyoxylate [Si](C)(C)(C(C)(C)C)C(C(=O)OC(C)(C)C)=O